FC1(C[C@@H]2[C@@H]([C@H](C[C@]1(N2)C)C(=C)C=2N=CC(=NC2)C2=C(C=C(C=C2)N2C=NC=C2)O)OC)F 2-(5-(1-((1R,3R,4R,5R)-7,7-difluoro-4-methoxy-1-methyl-8-azabicyclo[3.2.1]octan-3-yl)vinyl)pyrazin-2-yl)-5-(1H-imidazol-1-yl)phenol